2-(1-bromonaphthalen-2-yl)-4(s)-(4-fluorophenyl)-1H-imidazol BrC1=C(C=CC2=CC=CC=C12)C=1NC=C(N1)C1=CC=C(C=C1)F